O(C1=CC=CC=C1)CC#N phenoxylacetonitrile